OC(C(=O)NNC(\C=C/N1N=C(N=C1)C1=CC(=CC(=C1)C(F)(F)F)S(F)(F)(F)(F)F)=O)(C)C (Z)-N'-(2-hydroxy-2-methylpropanoyl)-3-(3-(3-(pentafluoro-sulfaneyl)-5-(trifluoromethyl)phenyl)-1H-1,2,4-triazol-1-yl)acrylohydrazide